6-azido-N-(2-((4-(chloromethyl)phenyl)amino)-2-oxoethyl)hexanamide N(=[N+]=[N-])CCCCCC(=O)NCC(=O)NC1=CC=C(C=C1)CCl